FC1=C2C(C(N(C2=C(C=C1C(F)(F)F)F)CC(=O)NC[C@H](CC(=O)O)F)=O)(C)C (S)-4-(2-(4,7-difluoro-3,3-dimethyl-2-oxo-5-(trifluoromethyl)indolin-1-yl)acetamido)-3-fluorobutanoic acid